(5-chloro-2-nitrophenyl)-6-(3,3-difluoropyrrolidin-1-yl)pyridin-3-amine ClC=1C=CC(=C(C1)C1=NC(=CC=C1N)N1CC(CC1)(F)F)[N+](=O)[O-]